O1C(N=CC1)(N)N oxazolinediamine